C(C)S(=O)(=O)O.ClC1=CC=C(C=C1)NC([C@H](C)C1CCC(CC1)C1=CC=NC2=CC=C(C=C12)F)=O (R)-N-(4-chlorophenyl)-2-((1S,4S)-4-(6-fluoroquinolin-4-yl)cyclohexyl)propionamide ethanesulfonate